3-(4-diethylamino-2-ethoxyphenyl)-3-(1-ethyl-2-methylindol-3-yl)-4-aza-phenyl-3-(3-ethyl-2-methylindol-3-yl)phthalide C(C)N(C1=CC(=C(C=C1)C1(CC(=CC=N1)C1(OC(=O)C2=CC=CC=C12)C1(C(=NC2=CC=CC=C12)C)CC)C1=C(N(C2=CC=CC=C12)CC)C)OCC)CC